N-[1-(acetoxy)butan-2-yl]-alpha-asparagine C(C)(=O)OCC(CC)N[C@@H](CC(=O)O)C(N)=O